N[C@@H](CCS)C(=O)O Homocysteine